ON1[C@@H]2CC[C@H](N(C1=O)C2)C(NC(=O)[C@@H]2CN(CC2)C)=N (3S)-N-(((2S,5R)-6-hydroxy-7-oxo-1,6-diazabicyclo[3.2.1]oct-2-yl)(imino)methyl)-1-methylpyrrolidine-3-carboxamide